[O-]P([O-])(=O)OP(=O)(O)OP(=O)(O)O.[C@@H]1([C@H](O)[C@H](O)[C@@H](CO)O1)N1C=NC=2C(N)=NC=NC12.[Na+].[Na+] disodium adenosine triphosphate salt